Ethyl 6-chloro-2-(chloromethyl)-4,5-dimethylnicotinate ClC1=NC(=C(C(=O)OCC)C(=C1C)C)CCl